ClC1=CC=C2C(=NC=NC2=C1)NC(CCCN1C(NC2(C1=O)CCCC2)=O)C 3-(4-((7-Chloroquinazolin-4-yl)amino)pentyl)-1,3-diazaspiro[4.4]nonane-2,4-dione